COC1=CC=C(C=C1)C=1C(NC(N([C@H]2C[C@H](O)[C@@H](CO)O2)C1)=O)=O 2'-deoxy-5-(4-methoxyphenyl)uridine